OCC1(CC(CC(C1)CO)CO)C(=O)O 1,3,5-tris(hydroxymethyl)cyclohexane-1-carboxylic acid